FC(C)S(=O)(=O)N([C@@H]1CN(CC1)C(=O)OC(C)(C)C)CC1=CC=C(C=C1)OC tert-Butyl (3S)-3-{(1-fluoroethanesulfonyl) [(4-methoxyphenyl)methyl]amino}pyrrolidine-1-carboxylate